OC1(COC1)CN(CC[C@@H](C(=O)O)NC1=NC=NC2=CC=CC=C12)CCCCC1=NC=2NCCCC2C=C1 (S)-4-(((3-hydroxyoxetan-3-yl)methyl)(4-(5,6,7,8-tetrahydro-1,8-naphthyridin-2-yl)butyl)amino)-2-(quinazolin-4-ylamino)butanoic acid